C(CCCCCCCCCCCCCCCCCCCCCCCCCCCCCCCC)(=O)OCCCCCCCCCCCCCCCCCCCCCCCCCCCCCCCCCC tetratriacontan-1-yl tritriacontanate